N-methyl-N-(2-hydroxyethyl)aniline methyl-1-(6-butyl-3-(4-methoxyphenyl)pyrazin-2-yl)pyrrolidine-3-carboxylate COC(=O)C1CN(CC1)C1=NC(=CN=C1C1=CC=C(C=C1)OC)CCCC.CN(C1=CC=CC=C1)CCO